FC1(CN(C[C@@H]1OC1=CC=C2C=NN(C2=C1)CC(F)(F)F)C1=CC(=NC(=N1)C)C=1C(NC(NC1)=O)=O)F (S)-6-(3,3-difluoro-4-((1-(2,2,2-trifluoroethyl)-1H-indazol-6-yl)oxy)pyrrolidin-1-yl)-2-methyl-[4,5'-bipyrimidine]-2',4'(1'H,3'H)-dione